BrC=1C(=C2C=3C(=NC(=NC3C1F)OC[C@]13CCCN3C[C@@H](C1)F)N([C@H](CO2)C=C)CCOC)Cl (S)-9-bromo-8-chloro-10-fluoro-2-(((2R,7aS)-2-fluorotetrahydro-1H-pyrrolizin-7a(5H)-yl)methoxy)-4-(2-methoxyethyl)-5-vinyl-5,6-dihydro-4H-[1,4]oxazepino[5,6,7-de]quinazoline